1-Benzyl 2-methyl (2R,4R)-4-((tert-butoxycarbonyl)amino)pyrrolidine-1,2-dicarboxylate C(C)(C)(C)OC(=O)N[C@@H]1C[C@@H](N(C1)C(=O)OCC1=CC=CC=C1)C(=O)OC